(R)-6-(2-chloro-4-((3-hydroxypyrrolidin-1-yl)sulfonyl)phenyl)-3-fluoropyridinecarbonitrile ClC1=C(C=CC(=C1)S(=O)(=O)N1C[C@@H](CC1)O)C1=CC=C(C(=N1)C#N)F